ClC=1C=C2C=NC(=NC2=CC1N1C[C@H]([C@](CC1)(O)C)C)NC=1C=NN(C1C)C1CC1 |o1:13,14| (3R,4S) or (3S,4R)-1-{6-chloro-2-[(1-cyclopropyl-5-methyl-1H-pyrazol-4-yl)amino]quinazolin-7-yl}-3,4-dimethylpiperidin-4-ol